COC1=C(C=C(C=C1)B(O)O)COCCOC(C)C (4-METHOXY-3-([2-(PROPAN-2-YLOXY)ETHOXY]METHYL)PHENYL)BORANEDIOL